F[B-](F)(F)F.COC1=CC(=CC=2N(C3=CC(=CC(=C3CC12)OC)OC)[NH3+])OC 1,3,6,8-tetramethoxyacridin-10-aminium tetrafluoroborate